C(C)N(C(O)=O)C1=C(C=C(C=C1C)Br)C(C)=O.BrCCCOC1=CC=C(C=C1)C(\C=C\C1=CC=C(C=C1)Cl)=O (E)-1-(4-(3-bromopropoxy)phenyl)-3-(4-chlorophenyl)prop-2-en-1-one ethyl-(2-acetyl-4-bromo-6-methylphenyl)carbamate